C(C)(C)(C)OC(=O)NC1=C(C(=O)N2CCC(CC2)C2=C3C(=NC=C2)NC(=N3)C3CN(CCO3)C(=O)OCC3=CC=CC=C3)C=CC(=C1)OC(F)(F)F benzyl 2-[7-(1-{2-[(tert-butoxycarbonyl)amino]-4-(trifluoromethoxy)benzoyl}piperidin-4-yl)-3H-imidazo[4,5-b]pyridin-2-yl]morpholine-4-carboxylate